4-[5-chloranyl-2-[2-[2-methyl-4-oxidanylidene-6-(1-piperidyl)-5,6,7,8-tetrahydroquinazolin-3-yl]ethoxy]phenyl]-2-methyl-N-methylsulfonyl-pyrrolo[1,2-b]pyridazine-7-carboxamide ClC=1C=CC(=C(C1)C=1C=2N(N=C(C1)C)C(=CC2)C(=O)NS(=O)(=O)C)OCCN2C(=NC=1CCC(CC1C2=O)N2CCCCC2)C